C(C)(C)OC1=CC=C(C=C1)S(=O)(=O)N1C[C@H](OCC1)C1=CSC2=C1C=CC=C2 |r| rac-3-[4-(4-isopropoxyphenyl)sulfonylmorpholin-2-yl]benzothiophene